(R)-7-(3-(2-(5-(Methylsulfonyl)-1H-pyrrolo[2,3-b]pyridin-3-yl)thiazol-4-yl)phenyl)-6,7-dihydro-5H-pyrrolo[1,2-a]imidazol-7-ol CS(=O)(=O)C=1C=C2C(=NC1)NC=C2C=2SC=C(N2)C=2C=C(C=CC2)[C@@]2(CCN1C2=NC=C1)O